tert-butyl 4-((1r,3r)-3-(4-(2-(1-amino-5-(tert-butoxy)-1,5-dioxopentan-2-yl)-4-methoxy-1-oxoisoindolin-5-yl)piperidin-1-yl)cyclobutoxy)piperidine-1-carboxylate NC(C(CCC(=O)OC(C)(C)C)N1C(C2=CC=C(C(=C2C1)OC)C1CCN(CC1)C1CC(C1)OC1CCN(CC1)C(=O)OC(C)(C)C)=O)=O